CC1=NC(=CC(=C1)C=1C(=C(C(=C(C1C1=CC=C(C=C1)N1C2=CC=CC=C2C=2C=C(C=CC12)C)C#N)C1=CC(=NC(=C1)C1=CC=CC=C1)C1=CC=CC=C1)C1=CC(=NC(=C1)C1=CC=CC=C1)C1=CC=CC=C1)C1=CC(=NC(=C1)C1=CC=CC=C1)C1=CC=CC=C1)C 6-(2,6-dimethylpyridin-4-yl)-3,4,5-tris(2,6-diphenylpyridin-4-yl)-4'-(3-methyl-9H-carbazol-9-yl)-[1,1'-biphenyl]-2-carbonitrile